C=CCCC penta-ene